BrC=1C=C2CC(CC2=CC1)NC1=NC=CC=N1 N-(5-bromo-2,3-dihydro-1H-inden-2-yl)pyrimidin-2-amine